CN1C(N(C2=C1C=C(C=C2)C2=CC=C(C=C2)N2CCNCC2)C2C(NC(CC2)=O)=O)=O 3-(3-Methyl-2-oxo-5-(4-(piperazin-1-yl)phenyl)-2,3-dihydro-1H-benzo[d]imidazol-1-yl)piperidine-2,6-dione